2-(2,6-Dioxopiperidin-3-yl)-5-(1-(3-(4-(quinoxalin-2-yl)-1H-pyrazol-1-yl)propyl)piperidin-4-yl)isoindoline-1,3-dione O=C1NC(CCC1N1C(C2=CC=C(C=C2C1=O)C1CCN(CC1)CCCN1N=CC(=C1)C1=NC2=CC=CC=C2N=C1)=O)=O